1-(5-bromopyridin-2-yl)-1lambda5-phospholan-1-one BrC=1C=CC(=NC1)P1(CCCC1)=O